5-(1-propynyl)pyridine-2-carbaldehyde C(#CC)C=1C=CC(=NC1)C=O